FC1=C(CN2CCN(C3=CC=CC=C23)C(=O)NC[C@@H]2CNCC2)C=CC=C1 (S)-4-(2-fluorobenzyl)-N-(pyrrolidin-3-ylmethyl)-3,4-dihydroquinoxaline-1(2H)-carboxamide